dicyclohexyl (2-fluorophenyl)phosphonate FC1=C(C=CC=C1)P(OC1CCCCC1)(OC1CCCCC1)=O